OCC1CCC(CC1)N1N=C2C=C(C(=CC2=C1)NC(C1=NC(=CC=C1)C(F)(F)F)=O)C(C)(C)O N-(2-((1r,4r)-4-(hydroxymethyl)cyclohexyl)-6-(2-hydroxypropan-2-yl)-2H-indazol-5-yl)-6-(Trifluoromethyl)picolinamide